2-(3-fluorobenzyl)-6-(thiophen-2-yl)pyridazin-3(2H)-one FC=1C=C(CN2N=C(C=CC2=O)C=2SC=CC2)C=CC1